CC1=CC(=NC=C1C(=O)N[C@@H]1CNCC1)C(F)(F)F 4-methyl-N-((S)-pyrrolidin-3-yl)-6-(trifluoromethyl)nicotinamide